C(O)(O)=O.NCC1C(CCCC1)CN 1,2-bis(aminomethyl)cyclohexane carbonate